OC=1C=C(C2=CC=CC=C2C1)C1=CC=2N=CN=C(C2C=N1)O 7-(3-hydroxynaphthalen-1-yl)pyrido[4,3-d]pyrimidin-4-ol